2-(6-{5-chloro-2-[(oxan-4-yl)amino]pyrimidin-4-yl}-1-oxo-2,3-dihydro-1H-isoindol-2-yl)-N-[(1R)-1-(2-methylphenyl)ethyl]acetamide ClC=1C(=NC(=NC1)NC1CCOCC1)C1=CC=C2CN(C(C2=C1)=O)CC(=O)N[C@H](C)C1=C(C=CC=C1)C